(8-Bromo-4-(5-methyloxazol-2-yl)-2,3-dihydro-1H-benzo[b]azepin-1-yl)(3-fluoro-4-methoxyphenyl)methanone BrC=1C=CC2=C(N(CCC(=C2)C=2OC(=CN2)C)C(=O)C2=CC(=C(C=C2)OC)F)C1